CC=1C=C(C(=NC1)C1=NC=CC=C1)C(=O)N1[C@@H]2[C@@H](C[C@H](C1)C2)NC2=NC=C(N=C2)C(F)(F)F (5-methyl-[2,2'-bipyridin]-3-yl)((1S,4S,6R)-6-((5-(trifluoromethyl)pyrazin-2-yl)amino)-2-azabicyclo[2.2.1]hept-2-yl)methanone